ClC1=C(C(=NN1C)C1=NOC(=C1)C)CN1CC(CCCC1)N(CCN1CCCCC1)C 1-((5-Chloro-1-methyl-3-(5-methylisoxazol-3-yl)-1H-pyrazol-4-yl)methyl)-N-methyl-N-(2-(piperidin-1-yl)ethyl)azepan-3-amine